2-(6-(Hydroxymethyl)-1,3,5,7-tetraoxo-3,5,6,7-tetrahydropyrrolo[3,4-f]isoindol-2(1H)-yl)-N,N-dimethylacetamide OCN1C(C=2C=C3C(=CC2C1=O)C(N(C3=O)CC(=O)N(C)C)=O)=O